1-(4-(3-(8-(5-cyclopropyl-2-ethoxy-4-(methylsulfonyl)benzyl)-2-oxo-1,3,8-triazaspiro[4.5]decan-3-yl)phenyl)butyl)-3-(1,3-dihydroxy-2-(hydroxymethyl)propan-2-yl)urea C1(CC1)C=1C(=CC(=C(CN2CCC3(CN(C(N3)=O)C=3C=C(C=CC3)CCCCNC(=O)NC(CO)(CO)CO)CC2)C1)OCC)S(=O)(=O)C